COC1=CC(=NN1C)CO (5-methoxy-1-methyl-pyrazol-3-yl)methanol